The molecule is an azaphilone that is 1H-isochromene-6,8(7H,8aH)-dione substituted by a prop-1-en-1-yl group at position 3, hydroxy groups at positions 1 and 8a, a methyl group at position 7 and a (2,4-dihydroxy-6-methylbenzoyl)oxy group at position 7. It has been isolated from Penicillium purpurogenum. It has a role as a Penicillium metabolite. It is an azaphilone, a member of isochromenes, a benzoate ester, an enone, a polyketide and a tertiary alpha-hydroxy ketone. It derives from an o-orsellinic acid. C/C=C/C1=CC2=CC(=O)[C@@](C(=O)[C@]2([C@H](O1)O)O)(C)OC(=O)C3=C(C=C(C=C3C)O)O